manganese (II) tetra(4-sulfophenyl)porphyrin di-tert-butyl-(2S)-4-oxopyrrolidine-1,2-dicarboxylate C(C)(C)(C)C1[C@@](N(CC1=O)C(=O)[O-])(C(=O)[O-])C(C)(C)C.S(=O)(=O)(O)C1=CC=C(C=C1)C1=C2C=CC(C(=C3C=CC(=C(C=4C=CC(=C(C5=CC=C1N5)C5=CC=C(C=C5)S(=O)(=O)O)N4)C4=CC=C(C=C4)S(=O)(=O)O)N3)C3=CC=C(C=C3)S(=O)(=O)O)=N2.[Mn+2]